Cl.NC1=C(C=C(C=C1C)C)O 2-amino-3,5-dimethylphenol hydrochloride